O[C@H]1CN(CC1)C1=C(C=C2C(=N1)N=C(O2)N2CCOCC2)NC(=O)C=2N=C(OC2)C=2C=NC(=CC2)OC (R)-N-(5-(3-hydroxypyrrolidin-1-yl)-2-morpholinyloxazolo[4,5-b]pyridin-6-yl)-2-(6-methoxypyridin-3-yl)oxazole-4-carboxamide